ClC=1N(C=C(C(=O)Cl)C(C1)=NC)OCC(CN1CCCCC1)O 6-chloro-N-(2-hydroxy-3-(piperidin-1-yl)propoxy)-4-methyliminonicotinoyl chloride